(R)-4-((2-(1H-pyrazol-4-yl)ethyl)amino)-N-(1-(6-fluoropyridin-2-yl)ethyl)-5,6-dimethylpyrimidine-2-carboxamide N1N=CC(=C1)CCNC1=NC(=NC(=C1C)C)C(=O)N[C@H](C)C1=NC(=CC=C1)F